C1(CC1)COC1=C(C=C(C=C1)S(=O)(=O)C)C1=CN(C(C2=CC=C(C=C12)OC)=O)C 4-(2-(cyclopropylmethoxy)-5-(methylsulfonyl)phenyl)-6-methoxy-2-methylisoquinolin-1(2H)-one